quinoline-4-thiocarboxamide N1=CC=C(C2=CC=CC=C12)C(N)=S